FC(CN1C(=NC2=NC=C(C=C21)C=2C=CN1N=C(N=CC12)NC=1C=NN(C1)C)C)F 5-(1-(2,2-difluoroethyl)-2-methyl-1H-imidazo[4,5-b]pyridin-6-yl)-N-(1-methyl-1H-pyrazol-4-yl)pyrrolo[2,1-f][1,2,4]triazin-2-amine